tert-butyl 3-((8-((tert-butoxycarbonyl)(3-(trifluoromethyl)phenyl)amino)-3-isopropylimidazo[1,2-b]pyridazin-6-yl)thio)piperidine-1-carboxylate C(C)(C)(C)OC(=O)N(C=1C=2N(N=C(C1)SC1CN(CCC1)C(=O)OC(C)(C)C)C(=CN2)C(C)C)C2=CC(=CC=C2)C(F)(F)F